C(=O)C1=C(C=C(C=C1)OB(O)O)OC (4-formyl-3-methoxyphenyl)boric acid